C1(CC1)C1=NN(C=C1C1=CC=2C(C=N1)=CN(N2)C2CN(C2)C)[C@@H]2C[C@H](C2)CN (trans-3-(3-cyclopropyl-4-(2-(1-methylazetidin-3-yl)-2H-pyrazolo[4,3-c]pyridin-6-yl)-1H-pyrazol-1-yl)cyclobutyl)methanamine